(E)-N-isopropyldec-9-en-1-imine oxide C(C)(C)\[N+](=C/CCCCCCCC=C)\[O-]